Cl.C12CN(CC(CC1)N2)C2=C1C(=NC=C2)N(CC1)C(=O)NC=1N=C(C=2N(C1)C=C(N2)C)C 4-(3,8-diazabicyclo[3.2.1]octan-3-yl)-N-(2,8-dimethylimidazo[1,2-a]pyrazin-6-yl)-2,3-dihydro-1H-pyrrolo[2,3-b]pyridine-1-carboxamide hydrochloride